OC1CC(NC1)C(=O)[O-] 4-hydroxypyrrolidine-2-carboxylate